NC1=NC=CC=C1C1=NC=2C(=NC=C(C2)C(=O)O)N1C1=CC=C(C=C1)CNC(=O)OC(C)(C)C 2-(2-amino-3-pyridyl)-3-[4-[(tert-butoxycarbonylamino)methyl]phenyl]imidazo[4,5-b]pyridine-6-carboxylic acid